ClC12CC(C1)(C2)C(=O)N(C)OC 3-chloro-N-methoxy-N-methylbicyclo[1.1.1]pentane-1-carboxamide